(E)-2,4-difluoro-N-(2-methoxy-5-(4-(4-(4-methoxybut-2-enoyl)piperazin-1-yl)quinazolin-6-yl)pyridin-3-yl)benzene-sulfonamide FC1=C(C=CC(=C1)F)S(=O)(=O)NC=1C(=NC=C(C1)C=1C=C2C(=NC=NC2=CC1)N1CCN(CC1)C(\C=C\COC)=O)OC